methyl (2R,3S,3aS,6aR)-3-(1,3-dioxoisoindolin-2-yl)-2-(hydroxy methyl)hexahydrocyclopenta[b]pyrrole-1(2H)-carboxylate O=C1N(C(C2=CC=CC=C12)=O)[C@H]1[C@@H]2[C@H](N([C@H]1CO)C(=O)OC)CCC2